OC(C(C)(C)NC(OC(C)(C)C)=O)C1=CC=CC=C1 tert-butyl (1-hydroxy-2-methyl-1-phenylpropan-2-yl)carbamate